(tert-butyl 5-((5-chloro-3-cyanopyrazolo[1,5-a]pyrimidin-7-yl) amino) pyridin-2-yl) carbamate C(N)(OC1=NC=C(C=C1C(C)(C)C)NC1=CC(=NC=2N1N=CC2C#N)Cl)=O